Butyl 2-((3-((1-(7-methoxy-2-methylquinolin-5-yl)cyclopropyl)carbamoyl)-4-methylphenoxy)methyl)azetidine-1-carboxylate COC1=CC(=C2C=CC(=NC2=C1)C)C1(CC1)NC(=O)C=1C=C(OCC2N(CC2)C(=O)OCCCC)C=CC1C